tertiary butyl ether acetate C(C)(=O)O.C(C)(C)(C)OC(C)(C)C